Cl.BrC=1C(=NC(=NC1N1N=CC=C1)N1N=CC=C1)N 5-bromo-2,6-bis(1H-pyrazol-1-yl)pyrimidin-4-amine hydrochloride